(7-(difluoromethoxy)-5-methyl-1-propyl-1H-indazol-3-yl)-4-fluorobenzamide FC(OC=1C=C(C=C2C(=NN(C12)CCC)C1=C(C(=O)N)C=CC(=C1)F)C)F